[Zn].[Pb].[Ag] silver-lead zinc